C(=O)C=1C=NC=CC1B(O)O 3-FORMYLPYRIDINE-4-BORONIC ACID